rac-tert-butyl 1-(1-(2,3-dichloro-6-((2-(trimethylsilyl)ethoxy)methoxy)phenyl)-2-nitroethyl)cyclopropane-1-carboxylate ClC1=C(C(=CC=C1Cl)OCOCC[Si](C)(C)C)[C@H](C[N+](=O)[O-])C1(CC1)C(=O)OC(C)(C)C |r|